(1r,3r)-N-(2-(4,4-difluorocyclohexyl)-4-(2,5-difluorophenyl)pyridin-3-yl)-3-(trifluoromethyl)cyclobutane-1-carboxamide FC1(CCC(CC1)C1=NC=CC(=C1NC(=O)C1CC(C1)C(F)(F)F)C1=C(C=CC(=C1)F)F)F